1-((1H-indol-5-yl)sulfonyl)-N-(4-(sec-butyl)phenyl)piperidine-4-carboxamide N1C=CC2=CC(=CC=C12)S(=O)(=O)N1CCC(CC1)C(=O)NC1=CC=C(C=C1)C(C)CC